NC(C(=O)[O-])CCCCCCCCC aminoundecanoate